1,3-bis(gamma-trimethylsilyloxypropyl)tetramethyl-disiloxane C[Si](OCCC[Si](O[Si](CCCO[Si](C)(C)C)(C)C)(C)C)(C)C